tert-butyl (1R,3s,5S)-3-((methylsulfonyl) oxy)-8-azabicyclo[3.2.1]octane-8-carboxylate CS(=O)(=O)OC1C[C@H]2CC[C@@H](C1)N2C(=O)OC(C)(C)C